COC(=O)C=1C=CC2=C(N(C(=N2)CN2CCC(=CC2=O)C2=C(C=CC=C2)OCC2=C(C=C(C=C2)Cl)F)C[C@H]2OCC2)C1 (S)-2-((4-(2-((4-chloro-2-fluorobenzyl)oxy)phenyl)-6-oxo-3,6-dihydropyridin-1(2H)-yl)methyl)-1-(oxetan-2-ylmethyl)-1H-benzo[d]imidazole-6-carboxylic acid methyl ester